OC=1C(=C(C=CC1)C1=C(C(=CC=C1)O)C)C 3,3'-dihydroxy-2,2'-dimethylbiphenyl